ClC1=CC(=C(OC=2C=C(C=C(C2)C)C=2C3=C(C(N(C2)C)=O)NC(=C3)C(=O)NCC(F)(F)F)C(=C1)C)C 4-(3-(4-chloro-2,6-dimethylphenoxy)-5-methylphenyl)-6-methyl-7-oxo-N-(2,2,2-trifluoroethyl)-6,7-dihydro-1H-pyrrolo[2,3-c]pyridine-2-carboxamide